(±)-1-((6-isopropoxypyridin-3-yl)carbamoyl)-6-azaspiro[2.5]octane-6-carboxylate C(C)(C)OC1=CC=C(C=N1)NC(=O)[C@@H]1CC12CCN(CC2)C(=O)[O-] |r|